CC1C(N=CS1)=O 5-methylthiazol-4(5H)-one